NC1=NN2C(N=C(C=C2)C=2C=C3CN(C(C3=C(C2)NS(=O)(=O)C)=O)[C@@H](C)C2CC2)=C1C(=O)NCC 2-amino-5-{2-[(1S)-1-cyclopropylethyl]-7-methanesulfonamido-1-oxo-2,3-dihydro-1H-isoindol-5-yl}-N-ethylpyrazolo[1,5-a]pyrimidine-3-carboxamide